O1C(CCCC1)O[C@H](CC(=O)OC)C methyl (3S)-3-tetrahydropyran-2-yloxybutanoate